ClC1=C(C=CC=C1C1=C(C(=NC=C1)C1=CC(=C(C=C1)CNC[C@@H]1NC(CC1)=O)OC)Cl)C=1N=C(C(=NC1)CNC[C@@H]1CCC(N1)=O)OC (S)-5-((((5-(2-chloro-3-(3-chloro-2-(3-methoxy-4-(((((R)-5-oxopyrrolidin-2-yl)methyl)amino)methyl)phenyl)pyridin-4-yl)phenyl)-3-methoxypyrazin-2-yl)methyl)amino)methyl)pyrrolidin-2-one